N1(N=CN=C1)C1CCNCC1 4-(1H-1,2,4-triazol-1-yl)piperidin